alanin-ethylester C(C)OC([C@@H](N)C)=O